BrC1=C(OCOCC[Si](C)(C)C)C=C(C=C1CO[Si](C)(C)C(C)(C)C)Cl 2-[[2-bromo-3-[[tert-butyl(dimethyl)silyl]oxymethyl]-5-chloro-phenoxy]methoxy]ethyl-trimethyl-silane